1-(3-bromo-5-fluoro-2-methylphenyl)ethane-1-one BrC=1C(=C(C=C(C1)F)C(C)=O)C